N[C@@H]1CN(CC1)C(=O)C=1SC(=CC1OC(F)(F)F)C1=CC(=C(C=C1)C1CCN(CC1)C1CCOCC1)Cl (S)-(3-aminopyrrolidin-1-yl)(5-(3-chloro-4-(1-(tetrahydro-2H-pyran-4-yl)piperidin-4-yl)phenyl)-3-(trifluoromethoxy)thiophen-2-yl)methanone